C(C)(=O)OC1=C2C(=CNC2=CC=C1)CCN(C(C)C)C(C)C 4-acetoxy-3-(N,N-diisopropylaminoethyl)indole